racemic-4-cyano-8-fluoro-4-methylisochroman-6-carboxylic acid C(#N)[C@@]1(COCC2=C(C=C(C=C12)C(=O)O)F)C |r|